chloro-2-(1-(1-(ethylsulfonyl)azetidin-3-yl)-1H-pyrazol-4-yl)-7-((2-methyl-1H-benzo[d]imidazol-6-yl)oxy)quinoxaline ClC=1C(=NC2=CC(=CC=C2N1)OC=1C=CC2=C(NC(=N2)C)C1)C=1C=NN(C1)C1CN(C1)S(=O)(=O)CC